C(#N)C1=CC=C2C=CC(=C3C4=CC=CC5=CC=CC(C1=C23)=C45)C#N 1,6-dicyanoperylene